{[6-Hydroxy-1,3-bis(3-methylbutyl)-2,4-dioxo-1,2,3,4-tetrahydro-5-pyrimidinyl]carbonyl}glycine OC1=C(C(N(C(N1CCC(C)C)=O)CCC(C)C)=O)C(=O)NCC(=O)O